COC=1C=CC(=C(C(=O)O)C1)CC12CCCCC2=NC2=CC=CC=C12 5-methoxy-2-((1,2,3,4-tetrahydro-4aH-carbazol-4a-yl)methyl)benzoic acid